5-(3-(3-(2-(3-Bromophenyl)-5-(but-2-yn-1-yloxy)pentan-2-yl)-1-methyl-1H-1,2,4-triazol-5-yl)-4-fluorophenoxy)-6-fluoro-4-vinyl-1H-indole BrC=1C=C(C=CC1)C(C)(CCCOCC#CC)C1=NN(C(=N1)C=1C=C(OC=2C(=C3C=CNC3=CC2F)C=C)C=CC1F)C